3-(2,4-difluorophenyl)-2-methylpyrazolo[1,5-a]pyrimidin-7-ol sodium [Na].FC1=C(C=CC(=C1)F)C=1C(=NN2C1N=CC=C2O)C